CC dicarbane